BrC1=CC=C(C=C1)S(=O)(=O)NC1=CC(=C(C2=CC=CC=C12)O)C1=CC2=CC=C(C=C2C=C1)O 4-bromo-N-(1,6'-dihydroxy-[2,2']binaphthyl-4-yl)-benzenesulfonamide